C(C)(C)(C)OC(=O)N(CC1CCC1)CC1=CC=C2C=C(N(C2=C1)C(=O)OC(C)(C)C)CNC(=O)C=1N=C2N(C(C1)=O)C=CC=C2 tert-butyl 6-(((tert-butoxycarbonyl)(cyclobutylmethyl)amino)methyl)-2-((4-oxo-4H-pyrido[1,2-a]pyrimidine-2-carboxamido)methyl)-1H-indole-1-carboxylate